CN1N=CC(=C1C1=NC(=NO1)[C@@H]1C(C12CCN(CC2)S(=O)(=O)N)(F)F)C (2R)-2-[5-(1,4-dimethyl-1H-pyrazol-5-yl)-1,2,4-oxadiazol-3-yl]-1,1-difluoro-6-azaspiro[2.5]octane-6-sulfonamide